4-nitro-6-(trifluoromethyl)-4H-1,4-benzoxazin-3-one [N+](=O)([O-])N1C(COC2=C1C=C(C=C2)C(F)(F)F)=O